CN(C)[SiH3] N,N-dimethylsilylamine